TRIMETHYL-ETHYLENEDIAMINE CNCCN(C)C